4-(((6-((2-(1H-pyrazol-1-yl)benzyl)amino)-9-isopropyl-9H-purin-2-yl)amino)methyl)piperidin-4-ol trihydrochloride Cl.Cl.Cl.N1(N=CC=C1)C1=C(CNC2=C3N=CN(C3=NC(=N2)NCC2(CCNCC2)O)C(C)C)C=CC=C1